N[C@H](C(=O)NC=1SC(=CN1)[C@@H](CN1C[C@H](OCC1)CF)N1C(NCC(C1)(F)F)=O)C1CCC(CC1)C (S)-2-amino-N-(5-((R)-1-(5,5-difluoro-2-oxotetrahydropyrimidin-1(2H)-yl)-2-((S)-2-(fluoromethyl)morpholino)ethyl)thiazol-2-yl)-2-((1r,4S)-4-methylcyclohexyl)acetamide